8-(2-fluorophenyl)-N2-(4-morpholinylphenyl)quinazoline-2,4-diamine FC1=C(C=CC=C1)C=1C=CC=C2C(=NC(=NC12)NC1=CC=C(C=C1)N1CCOCC1)N